F[C@H]1C[C@H](N2N=C(N=C21)S(=O)(=O)C2CC(C2)C(=O)OC)C2=CC=CC=C2 methyl 3-[[(5S,7S)-7-fluoro-5-phenyl-6,7-dihydro-5H-pyrrolo[1,2-b][1,2,4]triazol-2-yl]sulfonyl]cyclobutanecarboxylate